CC1CN(CC1)C1=NC=C(C=C1)[N+](=O)[O-] 2-(3-methylpyrrolidin-1-yl)-5-nitropyridine